5-formyl-4-methyl-1-[[(2S)-5-oxomorpholin-2-yl]methyl]indole-2-carbonitrile C(=O)C=1C(=C2C=C(N(C2=CC1)C[C@@H]1CNC(CO1)=O)C#N)C